(3R,5S)-(3-methyl-5-(6-oxo-1,6-dihydropyridin-3-yl)piperidin-1-yl)propionamide C[C@H]1CN(C[C@@H](C1)C1=CNC(C=C1)=O)C(C(=O)N)C